(1R,2S,5S)-3-[(2S)-2-(tert-butoxycarbonylamino)-3-[ethyl(methyl)amino]propanoyl]-6,6-dimethyl-3-azabicyclo[3.1.0]hexane-2-carboxylic acid C(C)(C)(C)OC(=O)N[C@H](C(=O)N1[C@@H]([C@H]2C([C@H]2C1)(C)C)C(=O)O)CN(C)CC